O1C(CCC1)C=O tetrahydrofuranAL